CC(C)(C)OC(=O)NC[C@H]1CO1 (S)-N-boc-2,3-epoxypropylamine